C(CCCCCCCCC=C)[Mg]Br undeca-10-enylmagnesium bromide